FC=1C=CC(=NC1)COC1=NC(=CC(=N1)N1CCOCC1)N1N=C(C=C1)C=1C=C(C=CC1)C 4-(2-((5-fluoropyridin-2-yl)methoxy)-6-(3-(m-tolyl)-1H-pyrazol-1-yl)pyrimidin-4-yl)morpholine